2-((4-chlorophenyl)((6-(difluoromethyl)-5-fluoropyridin-2-yl)amino)methyl)-1H-imidazole-4-sulfonamide ClC1=CC=C(C=C1)C(C=1NC=C(N1)S(=O)(=O)N)NC1=NC(=C(C=C1)F)C(F)F